OC[C@H](/C=C/C1=CC=C(C=C1)C1=CC=C(C=C1)C1CC(C1)CNCC#N)N1C(=NC=C1)[C@H](C)O 2-(((3-(4'-((S,E)-4-hydroxy-3-(2-((S)-1-hydroxyethyl)-1H-imidazol-1-yl)but-1-en-1-yl)-[1,1'-biphenyl]-4-yl)cyclobutyl)methyl)amino)acetonitrile